N[C@@H](CC1=CNC=N1)C(=O)NCCCC[C@H](NC)C(=O)O N6-(L-histidyl)-N2-methyl-L-lysine